[K+].[K+].S(=O)(=O)([O-])OC=1C(=O)O[C@@H](C1O)[C@@H](O)CO.O=C1C(OS(=O)(=O)[O-])=C(O)[C@H](O1)[C@@H](O)CO L-ascorbic acid 2-sulfate dipotassium salt